N-(4-iodophenyl)-3-phenylpropanamide IC1=CC=C(C=C1)NC(CCC1=CC=CC=C1)=O